4-methyl-2-(piperazin-1-yl)-N-(tetrahydro-2H-pyran-4-yl)benzo-[d]thiazole-6-carboxamide CC1=CC(=CC2=C1N=C(S2)N2CCNCC2)C(=O)NC2CCOCC2